BrC1=CC=C(C=C1)C(CC1=CC=CC2=CC=CC(=C12)O)=O 1-(4-bromophenyl)-2-(8-hydroxynaphthalen-1-yl)ethan-1-one